3-amino-1-(3-((6-(2-hydroxy-4-(1H-pyrazol-4-yl)phenyl)pyridazin-3-yl)oxy)-8-azabicyclo[3.2.1]octan-8-yl)propan-1-one NCCC(=O)N1C2CC(CC1CC2)OC=2N=NC(=CC2)C2=C(C=C(C=C2)C=2C=NNC2)O